CC1C(CCC1(C1=CC=C(C=C1)C(F)(F)F)C)=O 2,3-dimethyl-3-(4-(trifluoromethyl)phenyl)cyclopentan-1-one